2-chloro-6'-methyl-spiro[4,5-dihydrothieno[2,3-c]pyran-7,4'-piperidine]-2'-carboxylic acid methyl ester COC(=O)C1NC(CC2(C1)OCCC1=C2SC(=C1)Cl)C